C(OC1=C(C(=O)OC([2H])([2H])[2H])C=C(C=N1)B1OC(C(O1)(C)C)(C)C)([2H])([2H])[2H] Methyl-d3 2-(methoxy-d3)-5-(4,4,5,5-tetramethyl-1,3,2-dioxaborolan-2-yl)nicotinate